8-(tert-butyl) 4-methyl 2-methyl-3-oxo-1-oxa-8-azaspiro[4.5]decane-4,8-dicarboxylate CC1OC2(C(C1=O)C(=O)OC)CCN(CC2)C(=O)OC(C)(C)C